2,6-di-t-pentenyl-4-methylphenol C(C)(C)(C=C)C1=C(C(=CC(=C1)C)C(C)(C)C=C)O